tetracosyl behenate C(CCCCCCCCCCCCCCCCCCCCC)(=O)OCCCCCCCCCCCCCCCCCCCCCCCC